6'-methyl-N-(pyridin-3-yl)-2'-(quinolin-3-yl)-5',6'-dihydrospiro[azetidine-3,4'-pyrrolo[1,2-b]pyrazole]-1-carboxamide CC1CC2(C=3N1N=C(C3)C=3C=NC1=CC=CC=C1C3)CN(C2)C(=O)NC=2C=NC=CC2